[N+](=O)([O-])C1=CC=C(C=C1)C1=NSC(=C1NC(OC(C)(C)C)=O)C(F)(F)F tert-butyl (3-(4-nitrophenyl)-5-(trifluoromethyl)isothiazol-4-yl)carbamate